8-amino-2-naphthol NC=1C=CC=C2C=CC(=CC12)O